C(C(=O)[O-])(=O)[O-].[Co+3].C(C(=O)[O-])(=O)[O-].C(C(=O)[O-])(=O)[O-].[Co+3] cobalt (iii) oxalate